3-((7-cyano-2-(3'-(3-(((R)-3-hydroxypyrrolidin-1-yl)methyl)-1,7-naphthyridin-8-ylamino)-2,2'-dimethylbiphenyl-3-yl)benzo[d]oxazol-5-yl)methylamino)cyclobutanecarboxylic acid C(#N)C1=CC(=CC=2N=C(OC21)C=2C(=C(C=CC2)C2=C(C(=CC=C2)NC=2N=CC=C1C=C(C=NC21)CN2C[C@@H](CC2)O)C)C)CNC2CC(C2)C(=O)O